C(C)(C)(C)OC(=O)N1CC(C(CC1)C)C(=O)O 1-(tert-butoxycarbonyl)-4-methylpiperidine-3-carboxylic acid